Triazolo[1,5-a]Pyridin-1-ium [NH+]1=NC=C2N1C=CC=C2